4-hydroxythiochromane-7-carboxylic acid 1,1-dioxide OC1CCS(C2=CC(=CC=C12)C(=O)O)(=O)=O